COC1=CC=C(CN2N=CC3=C2N=C(C=C3O)C)C=C1 (4-methoxybenzyl)-6-methyl-1H-pyrazolo[3,4-b]Pyridin-4-ol